FC1(CCC(CC1)N(C=1C(=C(C(=O)O)C=C(C1)O[C@@H]1C[C@H](C1)N1CCCCC1)C)CC)F 3-((4,4-difluorocyclohexyl)(ethyl)amino)-2-methyl-5-(trans-3-(piperidin-1-yl)cyclobutoxy)benzoic acid